1-[5-chloro-2-(2-hydroxyethyl)phenyl]-3-(3-fluorophenyl)urea ClC=1C=CC(=C(C1)NC(=O)NC1=CC(=CC=C1)F)CCO